Phenoselenazine C1=CC=CC=2[Se]C3=CC=CC=C3NC12